O=C1NC(CCC1N1C(N(C2=NC(=CC=C21)N2CCC(CC2)CC(=O)NC2=CC1=CC(=C(C(=C1C=C2)F)N2S(NC(C2)=O)(=O)=O)O)C)=O)=O 2-[1-[1-(2,6-dioxo-3-piperidyl)-3-methyl-2-oxo-imidazo[4,5-b]pyridin-5-yl]-4-piperidyl]-N-[5-fluoro-7-hydroxy-6-(1,1,4-trioxo-1,2,5-thiadiazolidin-2-yl)-2-naphthyl]acetamide